naphtho[2,3-b]benzofuran-2,3,4,6,7,8,9,10,11-d9 C1=C(C(=C(C2=C1C1=C(O2)C(=C2C(=C(C(=C(C2=C1[2H])[2H])[2H])[2H])[2H])[2H])[2H])[2H])[2H]